1,4lambda5-azaphosphinan-4-one N1CCP(CC1)=O